C(C)(C)(C)OC(=O)N(C1CCN(CC1)C1=CC(=C(C=2N1C=C(N2)C)C(=O)O)Cl)C2CC2 5-[4-[tert-butoxycarbonyl-(cyclopropyl)amino]-1-piperidyl]-7-chloro-2-methyl-imidazo[1,2-a]-pyridine-8-carboxylic acid